7'-benzyloxy-6-methyl-spiro[5,8-dihydropyrido[4,3-d]pyrimidine-7,1'-tetralin]-2,4-diol C(C1=CC=CC=C1)OC1=CC=C2CCCC3(C2=C1)CC=1N=C(N=C(C1CN3C)O)O